di(n-undecyl) phthalate C(C=1C(C(=O)OCCCCCCCCCCC)=CC=CC1)(=O)OCCCCCCCCCCC